N1=C(C=CC=C1)[C@@]1(CCOC2(CCCC2)C1)CCNC1CC2(N3N=CC=C31)CCCC2 N-(2-((R)-9-(pyridin-2-yl)-6-oxaspiro[4.5]decan-9-yl)ethyl)-4',5'-dihydrospiro[cyclopentane-1,6'-pyrrolo[1,2-b]pyrazol]-4'-amine